BrC1=C(C=C(C(=N1)C1=CN=C2N1N=C(C(=C2)OC)C2OCC2)F)F 3-(6-bromo-3,5-difluoropyridin-2-yl)-7-methoxy-6-(oxetan-2-yl)imidazo[1,2-b]pyridazine